3-amino-3-(prop-2-en-1-yl)pyrrolidine-1-carboxylic acid tert-butyl ester C(C)(C)(C)OC(=O)N1CC(CC1)(CC=C)N